OCCN(N)C 1-(2-hydroxyethyl)-1-methylhydrazine